NC=1NC(C=2N(C(N(C2N1)[C@@H]1O[C@@H]([C@H]([C@H]1O)F)CO)=O)CC1=CC=C(S1)C(=O)OC)=O Methyl 5-((2-amino-9-((2R,3S,4S,5R)-4-fluoro-3-hydroxy-5-(hydroxymethyl)tetrahydrofuran-2-yl)-6,8-dioxo-1,6,8,9-tetrahydro-7H-purin-7-yl)methyl)thiophene-2-carboxylate